1-[(1-ethyl-1H-pyrazol-4-yl)methyl]-3-[4'-fluoro-5-(trifluoromethyl)[1,1'-biphenyl]-3-yl]-1,3-dihydro-2H-imidazol-2-one C(C)N1N=CC(=C1)CN1C(N(C=C1)C=1C=C(C=C(C1)C(F)(F)F)C1=CC=C(C=C1)F)=O